OC=1C=C(C(=O)NC2CCC3=CC(=CC=C23)C2=NOC(=N2)C)C=CN1 2-hydroxy-N-(5-(5-methyl-1,2,4-oxadiazol-3-yl)-2,3-dihydro-1H-inden-1-yl)isonicotinamide